OC[C@H]1N(C\C(\C1)=N/OC)C(=O)C1=CC=C(C2=C1OCCCO2)C=2C(=C(C#N)C=CC2)C (S,Z)-3-(9-(2-(Hydroxymethyl)-4-(methoxyimino)pyrrolidine-1-carbonyl)-3,4-dihydro-2H-benzo[b][1,4]dioxepin-6-yl)-2-methylbenzonitrile